(4-{[2-(4-chlorophenyl)imidazo[1,2-a]pyridine-3-yl]methyl}piperazin-1-yl)(2-methoxyphenyl)methanone ClC1=CC=C(C=C1)C=1N=C2N(C=CC=C2)C1CN1CCN(CC1)C(=O)C1=C(C=CC=C1)OC